1-(3-ethoxy-4-methoxyphenyl)-2-(methylsulfonyl)ethylamine N-acetyl-L-leucine salt C(C)(=O)N[C@@H](CC(C)C)C(=O)O.C(C)OC=1C=C(C=CC1OC)C(CS(=O)(=O)C)N